O=C1NC(CCC1N1C(N(C2=C1C=CC=C2CC2CCC(CC2)OC(NC)=O)C)=O)=O [4-[[1-(2,6-dioxo-3-piperidyl)-3-methyl-2-oxo-benzimidazol-4-yl]methyl]cyclohexyl]-N-methyl-carbamate